Cl.CN(C(=O)C1=C(C=C(C=C1)C1=CNC2=NC=C(N=C21)C=2C=C1CCN(CC1=C(C2)C)CCC(=O)O)C)C 3-(6-(7-(4-(dimethylcarbamoyl)-3-methylphenyl)-5H-pyrrolo[2,3-b]pyrazin-2-yl)-8-methyl-3,4-dihydroisoquinolin-2(1H)-yl)propionic acid hydrochloride